4-fluoro-2-((R)-1-(3-(4-((S)-2-hydroxypropyl)pyridin-2-yl)imidazo[1,2-b]pyridazin-6-yl)pyrrolidin-2-yl)phenol FC1=CC(=C(C=C1)O)[C@@H]1N(CCC1)C=1C=CC=2N(N1)C(=CN2)C2=NC=CC(=C2)C[C@H](C)O